ClC=1C=C(C(=NC1)O[C@@H]1CNCCC1)C1=C2C(=NC=C1)C=C(S2)CN2C(C1C(C1C2=O)(C)C)=O 3-((7-(5-chloro-2-(((S)-piperidin-3-yl)oxy)pyridin-3-yl)thieno[3,2-b]pyridin-2-yl)methyl)-6,6-dimethyl-3-azabicyclo[3.1.0]hexane-2,4-dione